3-acetyl-6-methyl-4-phenyl-1,2-dihydroquinolin-2-one C(C)(=O)C=1C(NC2=CC=C(C=C2C1C1=CC=CC=C1)C)=O